[C@H]12CN(C[C@H](CC1)N2)C2=NC(=NC1=C(C(=CC=C21)C2=C(N=CC1=CC=CC=C21)N)F)OC[C@]21CCCN1C[C@@H](C2)F 4-((1R,5S)-3,8-diazabicyclo[3.2.1]octan-3-yl-8-fluoro-2-(((2R,7aS)-2-fluorotetrahydro-1H-pyrrolizin-7a(5H)-yl)methoxy)quinazolin-7-yl)isoquinolin-3-amine